C1(CC1)C1=CC(=NN1)NC(C(C)C=1C=C(C=CC1)C1=CC(=C(C(=C1)C)NC(C=C)=O)C)=O N-(3'-(1-((5-cyclopropyl-1H-pyrazol-3-yl)amino)-1-oxopropan-2-yl)-3,5-dimethyl-[1,1'-biphenyl]-4-yl)acrylamide